(t-butyldimethylsilyl)bis(trimethylsilyl)phosphine [Si](C)(C)(C(C)(C)C)P([Si](C)(C)C)[Si](C)(C)C